1-(6-(4-(5-Chloro-6-methyl-1H-indazol-4-yl)-3-(8-(1-hydroxy-2-methylpropan-2-yl)-5,8-diazaspiro[3.5]nonan-5-yl)-5-methyl-1H-pyrazol-1-yl)-2-azaspiro[3.3]heptan-2-yl)prop-2-en-1-one ClC=1C(=C2C=NNC2=CC1C)C=1C(=NN(C1C)C1CC2(CN(C2)C(C=C)=O)C1)N1C2(CCC2)CN(CC1)C(CO)(C)C